(R)-6-(2-(3'-(tert-butyl)-[1,1'-biphenyl]-3-yl)-2-hydroxyacetyl)-2-(1-phenylcyclopropyl)-3,5,6,7,8,9-hexahydro-4H-pyrimido[5,4-c]azepin-4-one C(C)(C)(C)C=1C=C(C=CC1)C1=CC(=CC=C1)[C@H](C(=O)N1CC2=C(CCC1)N=C(NC2=O)C2(CC2)C2=CC=CC=C2)O